O-Acetoacetyl-L-homoserin C(CC(=O)C)(=O)OCC[C@H](N)C(=O)O